FC=1C=C(C=CC1F)C(CN1CCN(CC1)C1=CC(=C(C(=O)NS(=O)(=O)C2=CC(=C(C=C2)NCC2CCOCC2)[N+](=O)[O-])C=C1)OC=1C=C2C(=NC1)NC=C2)(C2=CC=CC=C2)O 4-[4-[2-(3,4-difluorophenyl)-2-hydroxy-2-phenyl-ethyl]piperazin-1-yl]-N-[3-nitro-4-(tetrahydropyran-4-ylmethylamino)phenyl]sulfonyl-2-(1H-pyrrolo[2,3-b]pyridin-5-yloxy)benzamide